ClC1=C(C=CC(=C1)F)C=1CCSC2=C(C1C1=CC=C(C=C1)O[C@@H]1CN(CC1)CCCF)C=C(C=C2)O 4-(2-Chloro-4-fluorophenyl)-5-[4-[(3S)-1-(3-fluoropropyl)pyrrolidin-3-yl]oxyphenyl]-2,3-dihydro-1-benzothiepin-7-ol